N-benzyl-N-methyl-aniline 2,6-diazabicyclo[3.2.0]heptane-6-carboxylate C12NCCC2N(C1)C(=O)O.C(C1=CC=CC=C1)N(C1=CC=CC=C1)C